(4-hydroxypyridin-2-yl)(8-phenyl-6-azaspiro[3.4]octan-6-yl)methanone OC1=CC(=NC=C1)C(=O)N1CC2(CCC2)C(C1)C1=CC=CC=C1